ethyl 3-((3-hydroxypropyl)amino)propanoate OCCCNCCC(=O)OCC